ClC1=CC=C(C=C1)C12CC3(CC(CC(C1)C3)C2)CC(CC=2C=CC=3N(C1=CC=CC=C1C3C2)CC)=O 1-[3-(4-Chloro-phenyl)-adamantan-1-yl]-3-(9-ethyl-9H-carbazol-3-yl)-propanone